C1OCC2C1CN(C2)C2=C(C(=O)OCC)C=C(C(=C2)C2=CC=CC=1CN(COC12)C(C1=C(C=C(C=C1Cl)C=1C=NN(C1)C)Cl)=O)F ethyl 2-(1,3,3a,4,6,6a-hexahydrofuro[3,4-c]pyrrol-5-yl)-4-[3-[2,6-dichloro-4-(1-methylpyrazol-4-yl)benzoyl]-2,4-dihydro-1,3-benzoxazin-8-yl]-5-fluorobenzoate